Cl.N(=NC(C)(C)C(N)=N)C(C)(C)C(N)=N 2,2'-azobis(2-amidinopropan) hydrochloride